4-(dimethyl-amino)-2-((4-fluoro-2-methyl-phenyl)amino)-benzoic acid CN(C1=CC(=C(C(=O)O)C=C1)NC1=C(C=C(C=C1)F)C)C